FC=1C=C(C=NC1)OCCN(CCC(C(=O)O)NC1=NC=NC2=CC=CC=C12)CCCCC1=NC=2NCCCC2C=C1 4-((2-((5-fluoropyridin-3-yl)oxy)ethyl)(4-(5,6,7,8-tetrahydro-1,8-naphthyridin-2-yl)butyl)amino)-2-(quinazolin-4-ylamino)butanoic acid